6-(tert-butylamino)-8-methyl-1,5-naphthyridin-2-ol C(C)(C)(C)NC=1N=C2C=CC(=NC2=C(C1)C)O